[Li+].ClC1=CC=C(C=C1)N1C(=NC(=C1)CC(=O)[O-])C=1C=NC(=NC1)NC1CC2=CC=CC=C2C1 2-[1-(4-chlorophenyl)-2-{2-[(2,3-dihydro-1H-inden-2-yl)amino]pyrimidin-5-yl}-1H-imidazol-4-yl]acetic Acid Lithium Salt